COC1=C(C(=CC=C1)OC)N1C(=NC=2C1=NC(=CN2)NS(=O)(=O)CC2CC(C2)(C)O)C2=NC(=CC=C2)OCC trans-N-(1-(2,6-Dimethoxyphenyl)-2-(6-ethoxypyridin-2-yl)-1H-imidazo[4,5-b]pyrazin-6-yl)-1-((1r,3r)-3-hydroxy-3-methylcyclobutyl)methane-sulfonamide